9,10-dimethoxymethyl-anthracene COCC=1C2=CC=CC=C2C(=C2C=CC=CC12)COC